C(CCCCCCC\C=C/CCCCCC)(=O)N(CCOP(=O)(O)O)C(CCCCCCC\C=C/CCCCCC)=O dipalmitoleoyl-phosphoethanolamine